2-[[1-(2,2,2-trifluoroethyl)tetrazol-5-yl]methyl]-2,6-diazaspiro[3.3]heptane FC(CN1N=NN=C1CN1CC2(C1)CNC2)(F)F